4-methyl-3-methylsulfanyl-1,2,4-triazin-5-one CN1C(=NN=CC1=O)SC